Rac-(2s,4r)-2-cyclohexyl-4-methyl-N-((E)-3-(methylsulfonyl)allyl)piperidine-1-carboxamide C1(CCCCC1)[C@H]1N(CC[C@H](C1)C)C(=O)NC\C=C\S(=O)(=O)C |r|